FC1=CC=CC=2C(NC(OC21)(CCC)C)=O 8-fluoro-2-methyl-2-propyl-2,3-dihydro-4H-benzo[e][1,3]oxazin-4-one